N-(3,4-dichlorophenyl)octanamide ClC=1C=C(C=CC1Cl)NC(CCCCCCC)=O